dioxabicyclo[3.3.3]undecane C12OOCC(CCC1)CCC2